N-(2-(5-(3-cyano-6-(2-hydroxy-2-methylpropoxy)pyrazolo[1,5-a]pyridin-4-yl)pyridin-2-yl)-5-methyloctahydrocyclopenta[c]pyrrol-5-yl)-3-fluoro-6-methylpicolinamide C(#N)C=1C=NN2C1C(=CC(=C2)OCC(C)(C)O)C=2C=CC(=NC2)N2CC1C(C2)CC(C1)(C)NC(C1=NC(=CC=C1F)C)=O